3-(diethylamino)propyl (4-hydroxy-3-(hydroxymethyl) butyl) carbonate C(OCCCN(CC)CC)(OCCC(CO)CO)=O